C(#N)C=1C=NC(=NC1)N[C@H]1CN(CC1)C1=NC(=NC2=CC(=CC=C12)N(C(C=C)=O)C)N1CCN(CC1)C (R)-N-(4-(3-((5-cyanopyrimidin-2-yl)amino)pyrrolidin-1-yl)-2-(4-methylpiperazin-1-yl)quinazolin-7-yl)-N-methylacrylamide